BrC=1C(=C(C[C@@H]2N(C3CC([C@@H]2NS(=O)(=O)C)C3)C(=O)OC(C)(C)C)C=C(C1)F)F |o1:5,10| tert-Butyl (3S*,4S*)-3-(3-bromo-2,5-difluorobenzyl)-4-[(methylsulfonyl)amino]-2-azabicyclo[3.1.1]heptane-2-carboxylate